C(C)(C)(C)[Si](OCCN(CCCCCCCC(=O)OC(CCCCCCCCOCC1=CC=CC=C1)CCCCCCCC)CCCCCCCC(=O)OCCCCCCCCC)(C)C 9-(benzyloxy)-1-octylnonyl 8-({2-[(tert-butyl)bis(methyl)siloxy]ethyl}[7-(nonyloxycarbonyl)heptyl]amino)octanoate